NC1=CC=C(C=N1)C(=O)OC methyl 6-aminopyridine-3-carboxylate